aminotriazole-acrylamide NC1=C(N=NN1)C=CC(=O)N